C(#N)C=1C(=NC(=C(C1)C(=O)OCC)C(F)(F)F)N1CCC(CC1)C(=O)O 1-(3-cyano-5-(ethoxycarbonyl)-6-(trifluoromethyl)pyridin-2-yl)piperidine-4-carboxylic acid